C(C=C)(=O)N1CC(CC1)(C1=C(C(=CC=C1F)Cl)Cl)NC1=CC=C2C(=NN(C(C2=C1)=O)C)C 7-((1-Acryloyl-3-(2,3-dichloro-6-fluorophenyl)pyrrolidin-3-yl)amino)-2,4-dimethylphthalazin-1(2H)-one